4-[3-[2,6-Dichloro-4-(4-methylpiperazin-1-yl)benzoyl]-2,4-dihydro-1,3-benzoxazin-8-yl]-5-fluoro-2-morpholin-4-ylbenzoic acid ClC1=C(C(=O)N2COC3=C(C2)C=CC=C3C3=CC(=C(C(=O)O)C=C3F)N3CCOCC3)C(=CC(=C1)N1CCN(CC1)C)Cl